C(C)(C)(C)OC(=O)N1C2CC(CC1CC2)(C2=CC=CC=C2)O.C(CCCC)NC(=O)N2C1CC(CC2CC1)C1=CC=CC=C1 exo-N-Pentyl-3-phenyl-8-azabicyclo[3.2.1]octane-8-carboxamide tert-Butyl-3-hydroxy-3-phenyl-8-azabicyclo[3.2.1]octane-8-carboxylate